5-((3-acrylamidobenzyl)amino)-7-((4-morpholinophenyl)amino)imidazo[1,2-c]pyrimidine-8-amide C(C=C)(=O)NC=1C=C(CNC2=NC(=C(C=3N2C=CN3)C(=O)N)NC3=CC=C(C=C3)N3CCOCC3)C=CC1